(S)-N-(chroman-4-yl)-2-(4-isopropylpiperazin-1-yl)benzo[d]-thiazole-6-carboxamide O1CC[C@@H](C2=CC=CC=C12)NC(=O)C1=CC2=C(N=C(S2)N2CCN(CC2)C(C)C)C=C1